(2S,4R)-N-(6-chloropyrazin-2-yl)-4-fluoropyrrolidine-2-carboxamide hydrochloride Cl.ClC1=CN=CC(=N1)NC(=O)[C@H]1NC[C@@H](C1)F